BrC1=C(C=CC(=C1)OC1=C(C=CC=C1)F)C(=O)C1=CNC2=NC=C(C(=C21)N[C@H]2CO[C@@H](CC2)CO)Cl (2-bromo-4-(2-fluorophenoxy)phenyl)(5-chloro-4-(((3R,6S)-6-(hydroxymethyl)tetrahydro-2H-pyran-3-yl)amino)-1H-pyrrolo[2,3-b]pyridin-3-yl)methanone